rac-(2R,3S,4S,5R)-3-(7-Ethoxy-2,2-difluorobenzo[d][1,3]dioxol-4-yl)-4,5-dimethyl-5-(trifluoromethyl)tetrahydrofuran-2-carboxylic acid C(C)OC1=CC=C(C2=C1OC(O2)(F)F)[C@H]2[C@@H](O[C@]([C@H]2C)(C(F)(F)F)C)C(=O)O |r|